6,6'-{(2R,5R)-1-[4-(pentafluoro-λ6-sulfanyl)phenyl]pyrrolidine-2,5-diyl}bis{2-[(2S)-pyrrolidin-2-yl]-1H-benzimidazole} FS(C1=CC=C(C=C1)N1[C@H](CC[C@@H]1C=1C=CC2=C(NC(=N2)[C@H]2NCCC2)C1)C=1C=CC2=C(NC(=N2)[C@H]2NCCC2)C1)(F)(F)(F)F